L-2-amino-4-cyanobutyric acid N[C@H](C(=O)O)CCC#N